4-methyl-3-((3-methyl-4-oxo-3,4-dihydroquinazolin-6-yl)amino)phenol CC1=C(C=C(C=C1)O)NC=1C=C2C(N(C=NC2=CC1)C)=O